2-(6-(cyclopropanesulfonamido)pyrazin-2-yl)-N-(5-(6-ethoxypyrazin-2-yl)pyridin-2-yl)-2-methoxypropanamide C1(CC1)S(=O)(=O)NC1=CN=CC(=N1)C(C(=O)NC1=NC=C(C=C1)C1=NC(=CN=C1)OCC)(C)OC